6-(4-chloro-2-(methoxymethoxy)phenyl)-3-(methylthio)-1,2,4-triazine ClC1=CC(=C(C=C1)C1=CN=C(N=N1)SC)OCOC